9-(2-methyl-butyl)-2-[2-(2-morpholin-4-yl-ethoxy)-benzyl]-1,9-dihydro-purin-6-one CC(CN1C=2N=C(NC(C2N=C1)=O)CC1=C(C=CC=C1)OCCN1CCOCC1)CC